(Z)-1-(2-fluoro-4-(1-phenyl-1H-1,2,4-triazol-3-yl)phenyl)-3-(3-(5-methyl-2-((3,3,3-trifluoropropoxy)methyl)phenyl)-4-oxothiazolidin-2-ylidene)urea FC1=C(C=CC(=C1)C1=NN(C=N1)C1=CC=CC=C1)NC(=O)\N=C\1/SCC(N1C1=C(C=CC(=C1)C)COCCC(F)(F)F)=O